O=C(SCCC)C(CCCC)CC 4-thia-5-oxo-6-ethyl-decane